CN1N=CC2=CC=C(C=C12)C=1C2=C(NN1)C1=C(C2)SC(=C1)C1=CC=C(CN2C(CCC2)=O)C=C1 1-(4-(3-(1-methyl-1H-indazol-6-yl)-1,4-dihydro-thieno[2',3':4,5]cyclopenta[1,2-c]pyrazol-6-yl)benzyl)pyrrolidin-2-one